(1S,2R,5S)-8-(benzyloxy)-4,4-difluoro-2,5-dimethyl-7,9-dioxo-N-(2,4,6-trifluorobenzyl)-2,3,4,5,7,9-hexahydro-1,6-methanopyrido[1,2-b][1,2,5]triazonine-10-carboxamide C(C1=CC=CC=C1)OC=1C(C(=CN2N3[C@@H](CC([C@@H](N(C(C21)=O)C3)C)(F)F)C)C(=O)NCC3=C(C=C(C=C3F)F)F)=O